C(CCC)(=O)OCSC1=C(C=CC=C1)C(NCCN1C=C(C(C=2C=C3C(=CC12)OCO3)=O)C(NCC3=NC(=CC=C3)C)=O)=O ((2-((2-(7-(((6-methylpyridin-2-yl)methyl)carbamoyl)-8-oxo-[1,3]dioxolo[4,5-g]quinolin-5(8H)-yl)ethyl)carbamoyl)phenyl)thio)methyl butyrate